3-(trimethoxysilyl)propyl-trimethyl-ammonium chloride [Cl-].CO[Si](CCC[N+](C)(C)C)(OC)OC